3-{5-[(3-chloro-2-fluorophenyl)sulfinyl]-2-methylpyrimidin-4-yl}-5-(2-chloro-4-methylbenzyl)-5,6-dihydro-4H-1,2,4-oxadiazine ClC=1C(=C(C=CC1)S(=O)C=1C(=NC(=NC1)C)C1=NOCC(N1)CC1=C(C=C(C=C1)C)Cl)F